3-[[1-[(3R,4R)-1-(4-fluorophenyl)sulfonyl-3-phenyl-piperidine-4-carbonyl]-4-hydroxy-4-piperidinyl]methyl]-7-(4-methoxyphenyl)pyrrolo[2,3-d]pyrimidin-4-one FC1=CC=C(C=C1)S(=O)(=O)N1C[C@H]([C@@H](CC1)C(=O)N1CCC(CC1)(O)CN1C=NC2=C(C1=O)C=CN2C2=CC=C(C=C2)OC)C2=CC=CC=C2